FC1CC(N(C1)C(=O)C12CC(C1)(C2)CN2C(C=C(C=C2)C#N)=O)C2=CC(=CC=C2)F 1-((3-(4-Fluoro-2-(3-fluorophenyl)pyrrolidine-1-carbonyl)bicyclo[1.1.1]pent-1-yl)methyl)-2-oxo-1,2-dihydropyridine-4-carbonitrile